(7-(methylsulfonyl)-5,6,7,8-tetrahydro-[1,2,4]triazolo[4,3-a]pyrazin-3-yl)(4-(2-(trifluoromethyl)phenyl)piperidin-1-yl)methanone CS(=O)(=O)N1CC=2N(CC1)C(=NN2)C(=O)N2CCC(CC2)C2=C(C=CC=C2)C(F)(F)F